3-methyl-1,3-propylenediamine CC(CCN)N